tert-butyl N-hydroxy-N-[(1S)-3-hydroxy-1-(2-methylthiazol-4-yl)propyl]carbamate ON(C(OC(C)(C)C)=O)[C@@H](CCO)C=1N=C(SC1)C